Methyl 3-formyl-5-iodo-benzothiophene-7-carboxylate C(=O)C1=CSC2=C1C=C(C=C2C(=O)OC)I